C1(CC1)COC1=C(C=C(C=C1F)F)CNC(=O)C=1C=NC(=C(C1)C=1C=CC=2N(N1)C=C(N2)NC(C)=O)C N-{[2-(cyclopropylmethoxy)-3,5-difluorophenyl]methyl}-5-{2-acetamidoimidazo[1,2-b]pyridazin-6-yl}-6-methylpyridine-3-carboxamide